ClC(CF)F 1-CHLORo-1,2-DIFLUORoETHAN